C(#N)C=1C=C(C=NC1N(C)CCOC)C=1C(=CC(=C(C(=O)NC2CC2)C1)F)C 5-(5-cyano-6-((2-methoxyethyl)(methyl)amino)pyridin-3-yl)-N-cyclopropyl-2-fluoro-4-methylbenzamide